CC1CCC(CC1)NC(OC1=CC(=C(C=C1)OC)C=1C=NC=C(C1)C=1OC=NN1)=O 3-(5-(1,3,4-oxadiazol-2-yl)pyridin-3-yl)-4-methoxyphenyl (4-methylcyclohexyl)carbamate